CNC=1C2=C(N=CN1)N(C=C2)[C@H]2[C@@H]([C@@H]([C@H](C2)COCCCNCCC2=CC=CC=C2)O)O (1R,2S,3R,5R)-3-(4-(Methylamino)-7H-pyrrolo[2,3-d]pyrimidin-7-yl)-5-((3-(phenethylamino)propoxy)methyl)cyclopentane-1,2-diol